(Z)-tetradec-12-en-1-yl 2-fluoroacrylate FC(C(=O)OCCCCCCCCCCC\C=C/C)=C